FC(OC=1C=CC(=C2C=CC=NC12)N[C@@H]1CN(CC1)C(=O)OC(C)(C)C)(F)F tert-butyl (S)-3-((8-(trifluoromethoxy)quinolin-5-yl)amino)pyrrolidine-1-carboxylate